1H,2H,3H-pyrrolo[2,3-b]1,7-naphthyridin-4-ol N1CCC=2C1=NC1=CN=CC=C1C2O